(R)-2-((1s,4s)-4-(6-fluoroquinolin-4-yl)cyclohexyl)propanoic acid CC(C1CCC(CC1)C2=C3C=C(C=CC3=NC=C2)F)C(=O)O